2,3,4,5,6-pentafluoro-N-((1-((4-methoxy-3-((2-methoxyphenyl)sulfonamido)benzo[d]isoxazol-6-yl)methyl)-1H-pyrazol-4-yl)methyl)benzenesulfonamide FC1=C(C(=C(C(=C1F)F)F)F)S(=O)(=O)NCC=1C=NN(C1)CC1=CC2=C(C(=NO2)NS(=O)(=O)C2=C(C=CC=C2)OC)C(=C1)OC